O=C1NC2=CC(=CC=C2C=C1)OCCCCN1CCOCC1 4-[(2-oxo-1,2-dihydroquinolin-7-yl)oxy]butylmorpholine